N-(5-(difluoromethoxy)-1H-pyrazol-3-yl)-6-(((1S,2S,3S,5R)-2-fluoro-8-azabicyclo[3.2.1]octan-3-yl)oxy)pyrazin-2-amine FC(OC1=CC(=NN1)NC1=NC(=CN=C1)O[C@@H]1[C@H]([C@@H]2CC[C@H](C1)N2)F)F